tetrahydro-1H-1λ6-thiophen 1-oxide [SH2]1(CCCC1)=O